NC=1N=CC2=C(N1)C(=CS2)C(=O)NC2=C1C=CN=C(C1=CC=C2C)NC2=CC(=C(C=C2)F)Cl amino-N-[1-(3-chloro-4-fluoroanilino)-6-methylisoquinolin-5-yl]thieno[3,2-d]pyrimidine-7-carboxamide